C(C)(C)(C)OC(=O)N1CC(C(CC1)N1N=CC(=C1)C=1C(=C2CC[C@@H](N(C2=CC1)C(=O)OC)C)OC1CCC1)O methyl (2S)-6-(1-[1-[(tert-butoxy)carbonyl]-3-hydroxypiperidin-4-yl]-1H-pyrazol-4-yl)-5-cyclobutoxy-2-methyl-1,2,3,4-tetrahydroquinoline-1-carboxylate